Sulphur phosphorus boron [B].[P].[S]